C(#N)C1=CC=C(C=C1)NC(=O)NC=1C=C2CCCS(C2=CC1)(=O)=O 1-(4-cyanophenyl)-3-(1,1-dioxidothiochroman-6-yl)urea